(S)-N-((3-chloro-5-fluoropyridin-2-yl)methyl)-4-(5-(5-fluoro-2-((R)-1-hydroxyethyl)pyridin-4-yl)-1H-pyrazole-3-carbonyl)-4-azaspiro[2.5]octane-7-carboxamide ClC=1C(=NC=C(C1)F)CNC(=O)[C@H]1CCN(C2(CC2)C1)C(=O)C1=NNC(=C1)C1=CC(=NC=C1F)[C@@H](C)O